2-(tert-butyl)-4-chloro-5-((2-chloro-4-(3-fluoropropoxy)benzyl)oxy)pyridazin C(C)(C)(C)N1NC=C(C(=C1)Cl)OCC1=C(C=C(C=C1)OCCCF)Cl